2-(6-fluoro-1-methyl-1H-indol-4-yl)-4-(4-fluoropiperidine-1-carbonyl)-6,7-dimethoxy-1,2-dihydroisoquinolin-1-one FC1=CC(=C2C=CN(C2=C1)C)N1C(C2=CC(=C(C=C2C(=C1)C(=O)N1CCC(CC1)F)OC)OC)=O